C1=C(C=CC2=CC=CC=C12)S (naphthalen-2-yl)sulfane